BrC(C(C(C1=CC=C(C=C1)Cl)C1(CCCCC1)SC1(CCCCC1)C(C(C(=C)Br)(F)F)C1=CC=C(C=C1)Cl)(F)F)=C 3-bromo-1-(4-chlorophenyl)-2,2-difluorobut-3-en-1-ylcyclohexylsulfide